hexadecyl-succinyl-sarcosine tert-butyl-N-[(1S)-1-(6-formyl-3-pyridyl)ethyl]carbamate C(C)(C)(C)N(C(O)=O)[C@@H](C)C=1C=NC(=CC1)C=O.C(CCCCCCCCCCCCCCC)CN(CC(=O)O)C(CCC(=O)O)=O